1-(2,4-Dihydroxy-6-methoxyphenyl)-3-[4-hydroxy-3-(3-methylbut-2-enoxy)phenyl]prop-2-en-1-one OC1=C(C(=CC(=C1)O)OC)C(C=CC1=CC(=C(C=C1)O)OCC=C(C)C)=O